diisobutyl 2,3-dihydroxysuccinate OC(C(=O)OCC(C)C)C(C(=O)OCC(C)C)O